1-phenethyl-1H-1,2,3-triazol C(CC1=CC=CC=C1)N1N=NC=C1